CC1=CC=CC(=N1)C(C)NC(=O)C=1C=2C[C@@H]3[C@H](C2N(N1)C1=C(C=C(C=C1)F)F)C3 (1aR,5aR)-2-(2,4-Difluoro-phenyl)-1a,2,5,5a-tetrahydro-1H-2,3-diaza-cyclopropa[a]pentalene-4-carboxylic acid [1-(6-methyl-pyridin-2-yl)-ethyl]-amide